C(C)C=1C=CC(=NC1)CCOC1=CC=C(C[C@@H]2C(NC(S2)=O)=O)C=C1 |r| (RS)-5-{p-[2-(5-ethyl-2-pyridinyl)ethoxy]benzyl}-2,4-thiazolidinedione